N1(CCCCC1)C(C(=O)C1=CC=C(C=C1)C)=O 1-(piperidin-1-yl)-2-(p-tolyl)ethane-1,2-dione